2-(6-chloro-1-cyclopropoxy-2,7-naphthyridin-4-yl)-1-methoxypropan-2-ol ClC=1C=C2C(=CN=C(C2=CN1)OC1CC1)C(COC)(C)O